(E)-4-(2-{3-[(1H-pyrazol-1-yl)methyl]-5,5,8,8-tetramethyl-5,6,7,8-tetrahydronaphthalen-2-yl}vinyl)benzoic acid N1(N=CC=C1)CC=1C(=CC=2C(CCC(C2C1)(C)C)(C)C)/C=C/C1=CC=C(C(=O)O)C=C1